CC=1N=C(C2=C(N1)OC=C2C(=O)N2CCC(CC2)C=2C=NC(=CC2)C)NC2(CC2)C methyl-N-(1-methylcyclopropyl)-5-[4-(6-methylpyridin-3-yl)piperidine-1-carbonyl]furo[2,3-d]pyrimidin-4-amine